[15N]#[N+][O-] nitrous oxide-15N